NC=1N=C(SC1C(=O)C1=CC(=NO1)C(=O)NC1CC(C1)(F)F)N(C1=CC(=C(C=C1)F)F)[C@@H](C(=O)N)C (R)-5-[4-amino-2-(N-(2-amino-1-methyl-2-oxoethyl)-3,4-difluoro-anilino)thiazole-5-carbonyl]-N-(3,3-difluorocyclobutyl)isoxazole-3-carboxamide